C(C(C)C)OC1=C(N)C(=CC=C1C=1CCN(CC1)C)[N+](=O)[O-] 2-isobutoxy-3-(1-methyl-1,2,3,6-tetrahydropyridin-4-yl)-6-nitroaniline